ClC=1C=NC=C(C1[C@@H](C)OC=1C=C2C(=NNC2=CC1)C=1C=NC(=C(C#N)C1)N1[C@H](CC1)CO)Cl 5-(5-((R)-1-(3,5-dichloropyridin-4-yl)ethoxy)-1H-indazol-3-yl)-2-((R)-2-(hydroxymethyl)azetidin-1-yl)nicotinonitrile